ClC=1C=C(C(=O)NC2=CC=NC=3NC(N(C(C32)=O)CC3=C(C=CC=C3)OC(F)(F)F)=O)C=C(C1O)Cl 3,5-dichloro-N-(2,4-dioxo-3-(2-(trifluoromethoxy)benzyl)-1,2,3,4-tetrahydropyrido[2,3-d]pyrimidin-5-yl)-4-hydroxybenzamide